acryloyloxymethyltrimethoxysilan C(C=C)(=O)OC[Si](OC)(OC)OC